C(C)(C)(C)OC(=O)N1C(OC(C1)CN1N=CC(=C1)C1=CC=C(C=C1)OC[C@@H](C(=O)OC(C)(C)C)ON1C(C2=CC=CC=C2C1=O)=O)(C)C 5-((4-(4-((S)-3-(tert-butoxy)-2-((1,3-dioxoisoindolin-2-yl)oxy)-3-oxopropoxy)phenyl)-1H-pyrazol-1-yl)methyl)-2,2-dimethyloxazolidine-3-carboxylic acid tert-butyl ester